ClC1=C(C=C(C=C1C1=NC(=C(C=C1)CNC[C@H]1NC(CC1)=O)OC)F)C1=C(C=CC=C1)C 2'-chloro-5'-fluoro-3'-(6-methoxy-5-(((((S)-5-oxopyrrolidin-2-yl)methyl)amino)methyl)pyridin-2-yl)-2-methyl-[1,1'-biphenyl]